N1C=CC=2N1C=1C(=CN2)C=CN1 pyrazolo[1,5-a]pyrrolo[3,2-e]pyrimidine